OC1N(C(C2=CC=C(C=C12)C1CCNCC1)=O)C1C(NC(CC1)=O)=O 3-[3-hydroxy-1-oxo-5-(piperidin-4-yl)-3H-isoindol-2-yl]Piperidine-2,6-dione